tert-butyl 4-(4-ethoxy-5-((8-fluoro-2-methylimidazo[1,2-a]pyridin-6-yl) carbamoyl) pyrimidin-2-yl)-1,4-diazacycloheptane-1-carboxylate C(C)OC1=NC(=NC=C1C(NC=1C=C(C=2N(C1)C=C(N2)C)F)=O)N2CCN(CCC2)C(=O)OC(C)(C)C